ClC=1C(=C(C(=O)N(C)C)C=C(N1)N1CC(CC(C1)C)C)C=O 2-chloro-6-(3,5-dimethylpiperidin-1-yl)-3-formyl-N,N-dimethylisonicotinamide